NC=1C(=CC2=C(OC[C@@H](N2C(=O)OCC2=CC=CC=C2)C)N1)CC1=CC=C(C=C1)F benzyl (S)-6-amino-7-(4-fluorobenzyl)-2-methyl-2,3-dihydro-1H-pyrido[2,3-b][1,4]oxazine-1-carboxylate